N-(5-Cyclopropyl-1H-pyrazol-3-yl)-2-(2-oxa-7-azaspiro[3.4]octan-7-yl)pyrimidin-4-amine C1(CC1)C1=CC(=NN1)NC1=NC(=NC=C1)N1CCC2(COC2)C1